1-(5-(isopropylthio)-4-(3-methoxyphenyl)thiazol-2-yl)-3-methyl-4-(2-nitrobenzyl)-1H-pyrazole-5-carboxylic acid C(C)(C)SC1=C(N=C(S1)N1N=C(C(=C1C(=O)O)CC1=C(C=CC=C1)[N+](=O)[O-])C)C1=CC(=CC=C1)OC